(E)-2-(4-chlorobenzylidene)-2,3-dihydropyrrolizine ClC1=CC=C(\C=C\2/CC3=CC=CN3C2)C=C1